N-(6-cyclopropyl-5-(piperidin-4-yl)pyridin-2-yl)-5-fluoro-4-(8-fluoro-4-isopropyl-3,4-dihydro-2H-benzo[b][1,4]oxazin-6-yl)pyrimidin-2-amine C1(CC1)C1=C(C=CC(=N1)NC1=NC=C(C(=N1)C1=CC2=C(OCCN2C(C)C)C(=C1)F)F)C1CCNCC1